5-(4-cyanobenzyl)-N-(4-(5-((4-hydroxy-4-methylpentyl)oxy)-2-methylphenyl)pyridin-2-yl)-4H-1,2,4-triazole-3-carboxamide C(#N)C1=CC=C(CC=2NC(=NN2)C(=O)NC2=NC=CC(=C2)C2=C(C=CC(=C2)OCCCC(C)(C)O)C)C=C1